N=1N=C(NC1)CCN 2-(4H-1,2,4-triazol-3-yl)ethan-1-amine